P(=O)(OC[C@H]1O[C@@]([C@@H]([C@@H]1O)O)(C#N)C1=CC=C2C(=NC=NN21)N)(OC[C@@H](CCOCCCCCCCCCCCCCCCCC)OCC2=CC=C(C=C2)C#N)O [(2R,3S,4R,5R)-5-(4-Aminopyrrolo[2,1-f][1,2,4]triazin-7-yl)-5-cyano-3,4-dihydroxy-tetrahydrofuran-2-yl]methyl [(2R)-2-[(4-cyanophenyl)methoxy]-4-heptadecoxy-butyl] hydrogen phosphate